N-(3-dimethylaminopropyl)-3-aminopropyl-methyldimethoxysilane tert-Butyl-N-[(3S)-1-[2-amino-5-[1-(2,2,2-trifluoroethyl)pyrazol-4-yl]-4-pyridyl]-3-piperidyl]carbamate C(C)(C)(C)OC(N[C@@H]1CN(CCC1)C1=CC(=NC=C1C=1C=NN(C1)CC(F)(F)F)N)=O.CN(CCCNCCC[Si](OC)(OC)C)C